OCC1(CCC1)NC(CNC(OC(C)(C)C)=O)C tert-butyl (2-((1-(hydroxymethyl)cyclobutyl)amino)propyl)carbamate